tert-butyl ((4-(6,7-dimethoxyquinazolin-4-yl)-6,6-difluoro-1,4-diazepan-1-yl)sulfonyl)carbamate COC=1C=C2C(=NC=NC2=CC1OC)N1CCN(CC(C1)(F)F)S(=O)(=O)NC(OC(C)(C)C)=O